C/C(/C=O)=C\C(CC=C(C)C)(C)C1=CC=C(C#N)C=C1 (E)-4-(2,4,7-trimethyl-1-oxooctan-2,6-dien-4-yl)benzonitrile